FC1=C2C=C(N=NC2=CC(=C1)C=1C=C(C=2N(C1)C=C(N2)C)F)C2CCNCC2 5-fluoro-7-(8-fluoro-2-methylimidazo[1,2-a]pyridin-6-yl)-3-(piperidin-4-yl)cinnoline